3-[4-[[2-(4-cyclobutylpiperazin-1-yl)-4,5-dihydroimidazol-1-yl]sulfonyl]phenyl]benzonitrile C1(CCC1)N1CCN(CC1)C=1N(CCN1)S(=O)(=O)C1=CC=C(C=C1)C=1C=C(C#N)C=CC1